12,15-Dihydroxy-heneicos-17-enoic acid OC(CCCCCCCCCCC(=O)O)CCC(CC=CCCC)O